1-(1-ethoxyvinyl)-2-fluoro-4-nitro-benzene C(C)OC(=C)C1=C(C=C(C=C1)[N+](=O)[O-])F